ClC1=C(C(=CC=C1)Cl)N1CC(C1)C1=CC=C(CN2CCC(CC2)C(=O)OC)C=C1 methyl 1-(4-(1-(2,6-dichlorophenyl)azetidin-3-yl)benzyl)piperidine-4-carboxylate